(1S,3S,4R)-2-(tert-butoxycarbonyl)-6-methylene-2-azabicyclo[2.2.2]octane-3-carboxylic acid C(C)(C)(C)OC(=O)N1[C@@H]2C(C[C@H]([C@H]1C(=O)O)CC2)=C